t-butyl 4-(2-(4-methoxypiperidin-1-yl) (trifluoromethyl)benzyl)piperazine-1-carboxylate COC1CCN(CC1)C1=C(C(N2CCN(CC2)C(=O)OC(C)(C)C)C(F)(F)F)C=CC=C1